NC=1C=C(C(=O)NC(C(F)(F)F)C(C)C)C=CC1 3-Amino-N-(1,1,1-trifluoro-3-methylbutan-2-yl)benzamide